C1(=CC=CC=C1)SC1=CC=C(C=2C(C3=C(C=CC(=C3C(C12)=O)SC1=CC=CC=C1)SC1=CC=CC=C1)=O)SC1=CC=CC=C1 1,4,5,8-Tetrakis(phenylthio)anthraquinone